rac-Tert-butyl (R)-3-ethyl-1-oxo-5-(4,4,5,5-tetramethyl-1,3,2-dioxaborolan-2-yl)isoindoline-2-carboxylate C(C)[C@H]1N(C(C2=CC=C(C=C12)B1OC(C(O1)(C)C)(C)C)=O)C(=O)OC(C)(C)C |r|